methyl (2S,3S)-2-(2-bromo-4-chlorophenyl)-1',3'-dioxo-1',3'-dihydrospiro[cyclopropane-1,2'-indene]-3-carboxylate BrC1=C(C=CC(=C1)Cl)[C@H]1[C@@H](C12C(C1=CC=CC=C1C2=O)=O)C(=O)OC